N-(2,4-dimethylphenyl)-1,1'-biphenyl-4-amine CC1=C(C=CC(=C1)C)NC1=CC=C(C=C1)C1=CC=CC=C1